2,6-bis[4-(S)-tert-butyl-5,5-diphenyl-2-oxazolyl]pyridine C(C)(C)(C)C1=NC(OC1(C1=CC=CC=C1)C1=CC=CC=C1)C1=NC(=CC=C1)C1OC(C(=N1)C(C)(C)C)(C1=CC=CC=C1)C1=CC=CC=C1